C(CCCCCCCCCCC\C=C/CCCCCCCC)(=S)O thioerucic acid